OC(COC(C1=C(C(=CC=C1)OC)OC)(C1=CC=CC=C1)C1=CC=CC=C1)C 2-hydroxy-1-(dimethoxytriphenylmethylhydroxy)-propane